5-Ethyl-2-iodo-[1,2,4]triazolo[1,5-a]pyridine C(C)C1=CC=CC=2N1N=C(N2)I